NC1=C(CNC2CCC(CC2)C(=O)OC)C(=CC=C1)Br (1s,4s)-methyl 4-(2-amino-6-bromobenzylamino)cyclohexanecarboxylate